1-cyclopropyl-7-(1-((2,4-diaminopyrimidin-5-yl)methyl)indolin-5-yl)-5,6,8-trifluoro-4-oxo-1,4-dihydroquinoline-3-carboxylic acid C1(CC1)N1C=C(C(C2=C(C(=C(C(=C12)F)C=1C=C2CCN(C2=CC1)CC=1C(=NC(=NC1)N)N)F)F)=O)C(=O)O